C(#N)C(=C[C@H]1C([C@@H]1C(=O)OCC1=C(C(=C(C(=C1C)F)COC)F)C)(C)C)C 3,5-difluoro-2,6-dimethyl-4-methoxymethylbenzyl (1R)-trans-3-(2-cyano-1-propenyl)-2,2-dimethylcyclopropanecarboxylate